C1(CC1)C1=CC=C(C=N1)C1=NN(C(C=C1)=O)CC(=O)NCC 2-(3-(6-cyclopropyl-pyridin-3-yl)-6-oxopyridazin-1(6H)-yl)-N-ethylacetamide